N-(3-(1H-imidazol-1-yl)propyl)-4-(6-phenylimidazo[1,5-a]pyrazin-3-yl)benzamide N1(C=NC=C1)CCCNC(C1=CC=C(C=C1)C1=NC=C2N1C=C(N=C2)C2=CC=CC=C2)=O